2-(difluoromethyl)-5-(6-((5,6-dimethyl-1H-benzo[d][1,2,3]triazol-1-yl)methyl)pyridin-3-yl)-1,3,4-oxadiazole FC(C=1OC(=NN1)C=1C=NC(=CC1)CN1N=NC2=C1C=C(C(=C2)C)C)F